NC1=C2C(=C3C(=N1)C=C(N3)C(=O)N([C@@H](C)C3=NC=C(C=C3F)C(F)(F)F)CC)CO[C@@H]2C (R)-5-amino-N-ethyl-N-((S)-1-(3-fluoro-5-(trifluoromethyl)pyridin-2-yl)ethyl)-6-methyl-6,8-dihydro-1H-furo[3,4-d]pyrrolo[3,2-b]pyridine-2-carboxamide